N1N=CC=C1C1CN(CCC1)C1=CC(=NC(=N1)N)N 6-(3-(1H-pyrazol-5-yl)piperidin-1-yl)pyrimidine-2,4-diamine